BrC1=C2CN(C(C2=CC=C1)=O)C1C(NC(CC1)=O)=O 3-(4-bromo-1-oxo-1,3-dihydro-2H-isoindol-2-yl)piperidine-2,6-dione